NC=1C(=C(C=C2C=C(N=CC12)NC(=O)[C@@H]1[C@H]([C@@H]1CN(C)C)CC#N)C=1C=NC=CC1C)F |r| (±)-(1r,2s,3s)-N-[8-amino-7-fluoro-6-(4-methylpyridin-3-yl)isoquinolin-3-yl]-2-(cyanomethyl)-3-[(dimethylamino)methyl]Cyclopropane-1-carboxamide